1-(2-(6,6-dimethyl-4,5,6,7-tetrahydro-1H-indazol-3-yl)-1H-indole-6-carbonyl)piperidin CC1(CCC=2C(=NNC2C1)C=1NC2=CC(=CC=C2C1)C(=O)N1CCCCC1)C